3-amino-6-(4-(diethylamino)phenyl)pyrazine NC=1C=NC(=CN1)C1=CC=C(C=C1)N(CC)CC